COC(C1=CC(=CC=C1)S(=O)(=O)N1CCN(CC1)C(C(CCCOC1=C(C=C(C=C1)F)Cl)(C)C)=O)=O 3-((4-(5-(2-chloro-4-fluorophenoxy)-2,2-dimethylpentanoyl)piperazin-1-yl)sulfonyl)benzoic acid methyl ester